3,3-bis(methoxymethyl)-2-methyloctane COCC(C(C)C)(CCCCC)COC